(3S*,3aS*,6R*,7R*,7aS*)-N-benzyl-1-(4-hydroxybenzyl)-7-isopentyl-5-oxooctahydro-3aH-3,6-methanopyrrolo[3,2-b]pyridine-3a-carboxamide C(C1=CC=CC=C1)NC(=O)[C@@]12NC([C@H]3[C@H]([C@@H]1N(C[C@@H]2C3)CC3=CC=C(C=C3)O)CCC(C)C)=O |o1:10,13,14,15,18|